2-(difluoromethyl)-5-(6-((4-(piperidin-4-yl)-1H-1,2,3-triazol-1-yl)methyl)pyridin-3-yl)-1,3,4-oxadiazole FC(C=1OC(=NN1)C=1C=NC(=CC1)CN1N=NC(=C1)C1CCNCC1)F